NC1=C(C=C(C=N1)C=1C2=C(C(NC1)=O)NN=C2)C2=CC=C(C=C2)N2C(CCC2)=O 4-(6-amino-5-(4-(2-oxopyrrolidin-1-yl)phenyl)pyridin-3-yl)-1,6-dihydro-7H-pyrazolo[3,4-c]pyridin-7-one